(R)-2-amino-2-methylpenta-4-enoic acid N[C@@](C(=O)O)(CC=C)C